C(CCCCCCCC#CCCCC)(=O)O 9-tetradecynic acid